FC(C(C(F)(F)F)(C1=CC=C(C=C1)O)C1=CC=C(C=C1)O)(F)F 4,4'-(Hexafluoroisopropyliden)Diphenol